ONC(C1=CN=CC=C1)=O N-hydroxynicotinamid